6-bromo-2-chloro-N,N-bis(4-methoxybenzyl)pyridin-3-amine BrC1=CC=C(C(=N1)Cl)N(CC1=CC=C(C=C1)OC)CC1=CC=C(C=C1)OC